ethyl (2,2-difluoroacetyl)glycinate FC(C(=O)NCC(=O)OCC)F